C1(CC1)CN1CCC2(CC(=NO2)C(=O)N[C@@H](CCCCCC(CC)=O)C=2OC(=CN2)C=2C=C3C=CC(N(C3=CC2OC)C)=O)CC1 (S)-8-(cyclopropylmethyl)-N-(1-(5-(7-methoxy-1-methyl-2-oxo-1,2-dihydroquinolin-6-yl)oxazol-2-yl)-7-oxononyl)-1-oxa-2,8-diazaspiro[4.5]dec-2-ene-3-carboxamide